CC1=C[C@H]2[C@H](CC1)C(=C)CC[C@@H]2C(C)C The molecule is a member of the cadinene family of sesquiterpenes in which the isopropyl group is cis to the hydrogen at the adjacent bridgehead carbon (the 1R,4aS,8aS enantiomer). It has a role as a metabolite. It is a cadinene and a member of octahydronaphthalenes. It is an enantiomer of a (+)-gamma-cadinene.